sodium N-formyl-carboxamide C(=O)NC=O.[Na]